(S)-3-fluoro-4-(3-methylmorpholino)aniline FC=1C=C(N)C=CC1N1[C@H](COCC1)C